C(C)(=O)NC1=C(C=C(C=C1)S(=O)(=O)Cl)OC 4-acetamido-3-methoxybenzenesulfonyl chloride